5-(1-phenyl-1H-pyrazol-4-yl)-N-propyl-N-(pyrrolidin-3-yl)furan-2-carboxamide C1(=CC=CC=C1)N1N=CC(=C1)C1=CC=C(O1)C(=O)N(C1CNCC1)CCC